CC(CCN1N=C(C=CC1=O)C=1C=NC(=NC1)OCC(F)(F)F)(C)C 2-(3,3-dimethylbutyl)-6-(2-(2,2,2-trifluoroethoxy)pyrimidin-5-yl)pyridazin-3(2H)-one